benzyl 4-(((perfluorobutyl) sulfonyl) oxy)-2,3,6,7-tetrahydro-1H-azepine-1-carboxylate FC(C(C(C(F)(F)F)(F)F)(F)F)(S(=O)(=O)OC=1CCN(CCC1)C(=O)OCC1=CC=CC=C1)F